C1(=CC=C(C=C1)N(C1=CC2=C(OC3=C2C=C(C=C3)C=3C=CC=2N(C4=CC=CC=C4C2C3)C3=CC=CC=C3)C=C1)C1=CC=C(C=C1)C1=CC=CC=C1)C1=CC=CC=C1 N,N-di([1,1'-biphenyl]-4-yl)-8-(9-phenyl-9H-carbazol-3-yl)dibenzo[b,d]furan-2-amine